3-((S)-2-(5-(4-(benzo[d]isothiazol-3-yl)piperazin-1-yl)-1-oxoisoindolin-2-yl)butyryl)-5-fluoro-4-oxopentanoic acid S1N=C(C2=C1C=CC=C2)N2CCN(CC2)C=2C=C1CN(C(C1=CC2)=O)[C@H](C(=O)C(CC(=O)O)C(CF)=O)CC